(2s,4s)-2-(4-(4-fluoro-3-(trifluoromethoxy)phenyl)piperidine-1-carbonyl)-7-oxa-5-azaspiro[3.4]octan-6-one FC1=C(C=C(C=C1)C1CCN(CC1)C(=O)C1CC2(C1)NC(OC2)=O)OC(F)(F)F